dizinc undecaoxide [O-]OOOOOOOOO[O-].[Zn+2].[Zn+2].[O-]OOOOOOOOO[O-]